rac-(1S,3S)-3-(6-((6-methoxy-2-methyl-1,2,3,4-tetrahydroisoquinolin-7-yl)amino)-1H-pyrazolo[3,4-d]pyrimidin-1-yl)cyclohexane-1-carboxylic Acid COC=1C=C2CCN(CC2=CC1NC1=NC=C2C(=N1)N(N=C2)[C@@H]2C[C@H](CCC2)C(=O)O)C |r|